COC(=O)C1=CNC2=CC=C(C=C12)[C@@H]1C[C@H](C1)OC1=CC=C(C=C1)C(F)(F)F.FC(C1=CC=C(O[C@@H]2C[C@H](C2)C=2C=C3C(=CNC3=CC2)C(=O)O)C=C1)(F)F 5-(trans-3-(4-(trifluoromethyl)phenoxy)cyclobutyl)-1H-indole-3-carboxylic acid Methyl-5-(trans-3-(4-(trifluoromethyl)phenoxy)cyclobutyl)-1H-indole-3-carboxylate